6-chloro-(3R,5S)-dihydroxyhexanoate ClCCCCC(C(=O)[O-])(O)O